N-allylaminothioxanthone C(C=C)NC1=CC=CC=2SC3=CC=CC=C3C(C12)=O